FC(CN1C(=NC=2C(=NC=CC21)C2=CC(=C(C=C2)C(=O)N2CCOCC1(CC1)C2)F)C(F)(F)F)F (4-(1-(2,2-Difluoroethyl)-2-(trifluoromethyl)-1H-imidazo[4,5-c]pyridin-4-yl)-2-fluorophenyl)(5-oxa-8-azaspiro[2.6]non-8-yl)methanon